2-amino-3-(trifluoromethyl)benzonitrile NC1=C(C#N)C=CC=C1C(F)(F)F